CN1N=C(C2=C1CN(C2)C=O)C2=CC=C(C=C2)C(F)(F)F (1-methyl-3-(4-(trifluoromethyl)phenyl)-4,6-dihydropyrrolo[3,4-c]pyrazol-5(1H)-yl)methanone